O1CCN(CC1)CCN1C(CCC1)C(=O)N 1-(2-morpholinoethyl)pyrrolidine-2-carboxamide